C1(CC1)C1=NNC(=C1)NC(CC1=NN(C=C1)C=1N=C(SC1)C)=O N-(3-cyclopropyl-1H-pyrazol-5-yl)-2-(1-(2-methylthiazol-4-yl)-1H-pyrazol-3-yl)acetamide